FC1=CC=C(C=C1)C=1C(=NNN1)C=O 5-(4-fluorophenyl)-2H-1,2,3-triazole-4-formaldehyde